C(CCCCCCCCCCCCCCCCC)N(CCO)CCO N-stearyl-diethanolamine